6-{4-[(6-methoxypyridin-3-yl)oxy]piperidin-1-yl}-2,5-dimethylpyridine-3-carboxamide COC1=CC=C(C=N1)OC1CCN(CC1)C1=C(C=C(C(=N1)C)C(=O)N)C